C(CCCCCCCCCCCCCC)OCC=C allyl pentadecyl ether